N1CC=CC2=CN=CC=C12 1H-1,6-naphthyridine